N-{2,3-dimethoxy-6H,7H,8H,9H-cyclohexa[b]1,5-naphthyridin-10-yl}-1-(oxan-4-yl)piperidin-4-amine COC=1N=C2C(=C3C(=NC2=CC1OC)CCCC3)NC3CCN(CC3)C3CCOCC3